[K].[B] boron kalium salt